ClC=1C(N(C(=CC1OCC1=NC(=CC(=C1)C)F)C)C1=CC(=NC=C1C)C1=NC(=CC=C1C)C(C)(C)O)=O (M)-3-chloro-4-((6-fluoro-4-methylpyridin-2-yl)methoxy)-6''-(2-hydroxypropan-2-yl)-3'',5',6-trimethyl-2H-[1,4':2',2''-terpyridin]-2-one